1-(2-(3-ethoxy-4-methoxyphenyl)-2-oxoethyl)-2,6-dimethylpyridin-4(1H)-one C(C)OC=1C=C(C=CC1OC)C(CN1C(=CC(C=C1C)=O)C)=O